P(=O)(Cl)(Cl)OC(COCC#C)COCC#C 1,3-bis(propargyloxy)-2-propanol dichlorophosphate